[I-].CN(C=1C=CC=2NC3=CC=C(C=C3[SH+]C2C1)N(C)C)C 3,7-BIS(DIMETHYLAMINO)PHENOTHIAZIN-5-YLIUM IODIDE